COC1=CC(=CC2=C1OC(C2COC(=O)C3=CC=CC=C3)C4=CC(=C(C=C4)O)OC)/C=C/COC(=O)C5=CC=CC=C5 The molecule is a lignan that is 2,3-dihydro-1-benzofuran substituted by a (benzoyloxy)methyl group at position 3, a 4-hydroxy-3-methoxyphenyl group at position 2, a methoxy group at position 7 and a 3-(benzoyloxy)prop-1-en-1-yl group at position 5. It is isolated as a racemate from Euterpe precatoria and exhibits antiplasmodial activity. It has a role as a metabolite and an antiplasmodial drug. It is a lignan, a benzoate ester, a member of phenols, an aromatic ether and a member of 1-benzofurans.